(R)-4-(7-(3-aminopiperidine-1-yl)-3-cyclohexyl-3H-imidazo[4,5-b]pyridine-2-yl)-2-fluorobenzonitrile N[C@H]1CN(CCC1)C1=C2C(=NC=C1)N(C(=N2)C2=CC(=C(C#N)C=C2)F)C2CCCCC2